3-[(1R)-1-[2-(2,3-Dihydropyrazolo[5,1-b]oxazol-7-yl)-3,6-dimethyl-4-oxo-chromen-8-yl]ethoxy]pyridine-2-sulfonamide O1C=2N(CC1)N=CC2C=2OC1=C(C=C(C=C1C(C2C)=O)C)[C@@H](C)OC=2C(=NC=CC2)S(=O)(=O)N